C(C)N1CCN(CC1)CC=1C=C(C=NC1)NC1=NC=C2C(=N1)C(OC=1C=C(C=CC12)N1C(CC[C@H]1C)=O)(C)C (5R)-1-[3-({5-[(4-ethylpiperazin-1-yl)methyl]pyridin-3-yl}amino)-5,5-dimethyl-5H-chromeno[3,4-d]pyrimidin-8-yl]-5-methylpyrrolidin-2-one